5-(naphthalen-2-yl)cyclopentane-1,2-diol C1=C(C=CC2=CC=CC=C12)C1CCC(C1O)O